butyl-4-(2-(allyloxy)-3-isopropoxy-4-nitrobenzamido)benzoate C(CCC)OC(C1=CC=C(C=C1)NC(C1=C(C(=C(C=C1)[N+](=O)[O-])OC(C)C)OCC=C)=O)=O